F[C@H]1[C@H]([C@@H]2CN([C@]1(CC2)C)C)N(C2=CC=C(N=N2)C2=C(C=C(C=C2)N2C=NC=C2)O)C 2-(6-(((1S,4S,5S,6S)-6-fluoro-1,2-dimethyl-2-azabicyclo[2.2.2]octan-5-yl)(methyl)amino)pyridazin-3-yl)-5-(1H-imidazol-1-yl)phenol